tetracosa-15,18-dien-1-amine C(CCCCCCCCCCCCCC=CCC=CCCCCC)N